1,2-diamino-4,6-dichloropyridin-1-ium 2,4,6-trimethylbenzenesulfonate CC1=C(C(=CC(=C1)C)C)S(=O)(=O)[O-].N[N+]1=C(C=C(C=C1Cl)Cl)N